N-(6-(1-methyl-1H-pyrazol-4-yl)isoquinolin-3-yl)-2-((1-methylpiperidin-4-yl)oxy)Isonicotinamide CN1N=CC(=C1)C=1C=C2C=C(N=CC2=CC1)NC(C1=CC(=NC=C1)OC1CCN(CC1)C)=O